C(C)(C)(C)OC(=O)NC=1C(=CSC1)C(=O)OC methyl 4-((tert-butoxycarbonyl)amino)thiophene-3-carboxylate